NCCOCC(=O)OC(C)(C)C tert-Butyl 2-(2-aminoethoxy)acetate